5,6-dihydropyrido[2,3-d]pyrimidin-4,7(3H,8H)-dione N1=CNC(C2=C1NC(CC2)=O)=O